C1(CC1)[C@@H](OC1=C(NC(=C1)C(=O)NCC)C(=O)NC)C1=CC=CC=C1 |r| Racemic-3-(cyclopropyl(phenyl)methoxy)-N5-ethyl-N2-methyl-1H-pyrrole-2,5-dicarboxamide